2-chloro-N-{2-[4-(difluoromethyl)-1,3-thiazol-5-yl]-2-[4-(pyridin-4-yloxy)piperidin-1-yl]ethyl}-6-fluorobenzamide ClC1=C(C(=O)NCC(N2CCC(CC2)OC2=CC=NC=C2)C2=C(N=CS2)C(F)F)C(=CC=C1)F